C(C)OC(\C(=C/N(C)C)\C(=O)C=1C(=NC=C(C1)Br)Cl)=O (Z)-2-(5-bromo-2-chloro-pyridine-3-carbonyl)-3-(dimethylamino)prop-2-enoic acid ethyl ester